N-(6-(1H-pyrrolo[2,3-b]pyridin-5-yl)imidazo[1,2-a]pyridin-2-yl)-2-fluorocyclopropanecarboxamide N1C=CC=2C1=NC=C(C2)C=2C=CC=1N(C2)C=C(N1)NC(=O)C1C(C1)F